sodium 1-methyl-1H-pyrazole-4-carboxylate CN1N=CC(=C1)C(=O)[O-].[Na+]